C(CCCCCCCCCCCCCCC(C)C)(=O)OCC(COC(CCCCCCCCCCCCCCC(C)C)=O)(COCC(COC(CCCCCCCCCCCCCCC(C)C)=O)(COC(CCCCCCCCCCCCCCC(C)C)=O)COC(CCCCCCCCCCCCCCC(C)C)=O)CO Dipentaerythritol pentaisostearate